(-)-1-[(3S*,4R*)-4-(6-fluoro-2,3-dihydro-benzofuran-5-yl)-2-oxopyrrolidin-3-yl]-3-(4-fluorophenyl)urea FC1=CC2=C(CCO2)C=C1[C@H]1[C@@H](C(NC1)=O)NC(=O)NC1=CC=C(C=C1)F |o1:10,11|